6-hydroxy-3-[(cis)-3-hydroxy-3-methylcyclobutyl]-4-(trifluoromethyl)-1-{[2-(trimethylsilyl)ethoxy]methyl}-1,3-dihydro-1,3-benzimidazol-2-one OC=1C=C(C2=C(N(C(N2C2CC(C2)(C)O)=O)COCC[Si](C)(C)C)C1)C(F)(F)F